CN(C(OC1=C(C=C2C(=C(C(OC2=C1)=O)CC1=C(C(=CC=C1)NS(NC)(=O)=O)Cl)CCl)Cl)=O)C 6-chloro-3-(2-chloro-3-((N-methylsulfamoyl)amino)benzyl)-4-(chloromethyl)-2-oxo-2H-chromen-7-yl dimethylcarbamate